O.CN1[C@H](CCC1)C(=O)O N-METHYL-D-PROLINE MONOHYDRATE